S(=O)(=O)(C1=CC=C(C)C=C1)N1C=C(C=2C1=NC=C(C2)C(F)(F)F)C=2SC=C(N2)C=2C=C(C=CC2)[C@@]2(CCN1C2=NC=C1)O (R)-7-(3-(2-(1-Tosyl-5-(trifluoromethyl)-1H-pyrrolo[2,3-b]pyridin-3-yl)thiazol-4-yl)phenyl)-6,7-dihydro-5H-pyrrolo[1,2-a]imidazol-7-ol